Tert-Butyl 1-benzoyl-((4-methylpiperidin-4-yl)methyl)carbamate C(C1=CC=CC=C1)(=O)C(C1(CCNCC1)C)NC(OC(C)(C)C)=O